C=CCN(C1=CC=CC=C1)CC methylenebisethylaniline